rel-N-(5-((1R,3S)-3-((5-isopropyl-1H-pyrazol-4-yl)oxy)cyclopentyl)-1H-pyrazol-3-yl)-2-(3-methylisoxazol-5-yl)acetamide C(C)(C)C1=C(C=NN1)O[C@@H]1C[C@@H](CC1)C1=CC(=NN1)NC(CC1=CC(=NO1)C)=O |o1:9,11|